Cl.NCCCCN1C(=C(C2=CC=C(C(=C12)C=1C(=NN(C1C)C)CBr)Cl)CCCOC1=CC=CC2=CC(=CC=C12)F)C(=O)OCC Ethyl 1-(4-aminobutyl)-7-[3-(bromomethyl)-1,5-dimethyl-1H-pyrazol-4-yl]-6-chloro-3-{3-[(6-fluoronaphthalen-1-yl)oxy]propyl}-1H-indole-2-carboxylate-hydrochloric Acid Salt